CC=1N(C(=CC1)C)C1=NN(C=C1)C(F)(F)F 3-(2,5-dimethyl-1H-pyrrol-1-yl)-1-(trifluoromethyl)-1H-pyrazole